4-methoxy-1-(6-(3-(4-phenoxyphenyl)-1H-pyrazolo[3,4-d]pyrimidin-1-yl)-2-azaspiro[3.3]heptan-2-yl)but-2-yn-1-one (3R)-3-acetyloxy-4-(trimethylazaniumyl)butanoate C(C)(=O)O[C@H](CC(=O)[O-])C[N+](C)(C)C.COCC#CC(=O)N1CC2(C1)CC(C2)N2N=C(C=1C2=NC=NC1)C1=CC=C(C=C1)OC1=CC=CC=C1